1-CYCLOPROPYL-1-TOSYLMETHYL ISOCYANIDE C1(CC1)C(S(=O)(=O)C1=CC=C(C)C=C1)[N+]#[C-]